1-bromo-4-chloro-3-(2-(difluoromethyl)phenoxy)-2-Nitrobenzene BrC1=C(C(=C(C=C1)Cl)OC1=C(C=CC=C1)C(F)F)[N+](=O)[O-]